NCCNC(C)S(=O)(=O)O.[K] potassium aminoethylaminoethanesulfonic acid